4-bromo-1-[(3R)-tetrahydrofuran-3-yl]pyrazole BrC=1C=NN(C1)[C@H]1COCC1